ClC=1C=C2C(=CC1)NC(C21CCN(CC1)CCOC=1C=C2C(=NC1)N(N=N2)C2CC(C2)(C)O)=O 5-chloro-1'-[2-({3-[(cis)-3-hydroxy-3-methylcyclobutyl]-3H-[1,2,3]triazolo[4,5-b]pyridin-6-yl}oxy)ethyl]-1,2-dihydrospiro[indole-3,4'-piperidin]-2-one